ClC1=NC=C(C(=C1)C(F)F)C 2-chloro-4-(difluoromethyl)-5-methylpyridine